N1=NN=NN=N1 hexaazine